methyl (2S)-2-[[(2S)-4-methyl-2-[[7-(trifluoromethoxy)-1H-benzimidazole-2-carbonyl]amino]pentanoyl]amino]-3-[(3S)-2-oxopyrrolidin-3-yl]propanoate CC(C[C@@H](C(=O)N[C@H](C(=O)OC)C[C@H]1C(NCC1)=O)NC(=O)C1=NC2=C(N1)C(=CC=C2)OC(F)(F)F)C